Methyl (3R,5S)-3,5-dimethyl-4-(3-(4-(4-methylpiperazin-1-yl)phenyl)-1H-pyrazolo[4,3-d]pyrimidin-5-yl)piperazine-1-carboxylate C[C@@H]1CN(C[C@@H](N1C=1N=CC2=C(N1)C(=NN2)C2=CC=C(C=C2)N2CCN(CC2)C)C)C(=O)OC